FC(C[NH-])F N-(2,2-difluoroethyl)amide